COC1=CC=C(C=C1)N1C=NN(C1=O)CC1=CC(=C(OC(C(=O)OCC)(C)C)C(=C1)C)C Ethyl 2-(4-((4-(4-methoxyphenyl)-5-oxo-4,5-dihydro-1H-1,2,4-triazol-1-yl)methyl)-2,6-dimethylphenoxy)-2-methylpropionate